N-(2-(1-acetylpiperidin-4-yl)ethyl)-3-(((7-(pyridin-4-yl)-2,3-dihydrofuro[3,2-c]pyridin-4-yl)amino)methyl)benzamide C(C)(=O)N1CCC(CC1)CCNC(C1=CC(=CC=C1)CNC1=NC=C(C2=C1CCO2)C2=CC=NC=C2)=O